CC1=[O+]C(=CC(=C1)C)C 2,4,6-trimethylpyrylium